[Si](C)(C)(C(C)(C)C)OCCC=1C(=C(SC1[Si](C)(C)C)C(F)(F)F)C=O 4-[2-[tert-butyl(dimethyl)silyl]oxyethyl]-2-(trifluoromethyl)-5-trimethylsilyl-thiophene-3-carbaldehyde